3-Ethyl-5,7-dimethyl-6-oxo-5,6,7,8-tetrahydroimidazo[1,5-a]pyrazin C(C)C1=NC=C2N1C(C(N(C2)C)=O)C